{[(3R,4R)-4-{6-[(4-chloro-2-fluorobenzyl)oxy]pyridin-2-yl}-3-methylpiperidin-1-yl]methyl}-1-(2-methoxyethyl)-1H-benzimidazole-6-carboxylic acid ClC1=CC(=C(COC2=CC=CC(=N2)[C@H]2[C@H](CN(CC2)CC2=NC3=C(N2CCOC)C=C(C=C3)C(=O)O)C)C=C1)F